2-tert-butyl 5-methyl 3-phenyl-1,3-dihydroisoindole-2,5-dicarboxylate C1(=CC=CC=C1)C1N(CC2=CC=C(C=C12)C(=O)OC)C(=O)OC(C)(C)C